5-Butyl-1-(3-(trifluoromethoxy)phenyl)-4-((1-(4-(trifluoromethyl)benzyl)-1H-imidazol-5-yl)methyl)piperazin-2-one C(CCC)C1N(CC(N(C1)C1=CC(=CC=C1)OC(F)(F)F)=O)CC1=CN=CN1CC1=CC=C(C=C1)C(F)(F)F